2'-deoxy-N3-methylcytidine CN1C(N([C@H]2C[C@H](O)[C@@H](CO)O2)C=CC1=N)=O